C12(CC(C1)C2)C(=O)N2[C@H]([C@H](C(C2)(F)F)NS(=O)(=O)CC)CC=2C(=C(C=CC2)C2=CC(=CC=C2)OC)F N-{(2S,3R)-1-(bicyclo[1.1.1]pentane-1-carbonyl)-4,4-difluoro-2-[(2-fluoro-3'-methoxy[1,1'-biphenyl]-3-yl)methyl]pyrrolidin-3-yl}ethanesulfonamide